cyclohexyl-1,3-propanediamine C1CCC(CC1)NCCCN